C(C)C1=NN(C(N1C)=O)C1=CC(=C(C(=O)NC2=C(C=C(C=C2C)NC(OC(C)(C)C)=O)C)C=C1F)O[C@@H](C)CCC tert-butyl [4-({4-(3-ethyl-4-methyl-5-oxo-4,5-dihydro-1H-1,2,4-triazol-1-yl)-5-fluoro-2-[(2S)-pentan-2-yloxy]benzoyl}amino)-3,5-dimethylphenyl]carbamate